[3-(1-methyl-1H-benzimidazol-2-yl)-4-chlorophenyl]-4-(morpholin-4-ylsulfonyl)-2-chlorobenzamide CN1C(=NC2=C1C=CC=C2)C=2C=C(C=CC2Cl)C=2C(=C(C(=O)N)C=CC2S(=O)(=O)N2CCOCC2)Cl